N1=CC=NC2=CC(=CC=C12)C1=CNC=2N=C(N=CC21)N 5-(quinoxalin-6-yl)-7H-pyrrolo[2,3-d]pyrimidin-2-amine